6,8-diisoprenyl-naringenin C(=CC(C)=C)C1=C(C=2C(C[C@H](OC2C(=C1O)C=CC(C)=C)C1=CC=C(O)C=C1)=O)O